N=1N(N=C2C1C=CC=C2)C2=C(C(=CC(=C2)C(C)(C2=CC=CC=C2)C)C(C)(C)C2=CC=CC=C2)O (2-benzotriazol-2-yl)-4,6-bis(1-methyl-1-phenylethyl)phenol